C(CCCCCCC)C(CC(=O)OCCC(=O)OCC(CO)CO)CCCCCCCC 3-(3-hydroxy-2-(hydroxymethyl)propoxy)-3-oxopropyl 3-octylundecanoate